FC1=C2C(=NC(=C1F)C)N(C(=C2)C(=O)O)S(=O)(=O)C2=CC=C(C)C=C2 4,5-difluoro-6-methyl-1-(p-toluenesulfonyl)pyrrolo[2,3-b]pyridine-2-carboxylic acid